BrC1=C(C=CC=C1)C1=C(C(=C(C=C1)F)F)F 2'-bromo-2,3,4-trifluoro-1,1'-biphenyl